FC=1C2(N(C3=CC=CC=C3C1)CC(C(N2)=O)(C)C)C2=CC=C(C=C2)F 5-Fluoro-4a-(4-fluorophenyl)-2,2-dimethyl-1,2,4,4a-tetrahydro-3H-pyrimido[1,2-a]quinolin-3-one